CN1C=2N(C=3N=CNC3C1=O)C1C(N2)CCC1 5,6a,7,8,9,9a-Hexahydro-5-methylcyclopenta[4,5]imidazo[2,1-b]purin-4(3H)-one